arsenic-indium-gallium [Ga].[In].[As]